4-(2-(3-fluoro-4-methoxyphenyl)-5-(2,7-diazaspiro[3.5]nonan-7-yl)-1H-indol-1-yl)benzonitrile FC=1C=C(C=CC1OC)C=1N(C2=CC=C(C=C2C1)N1CCC2(CNC2)CC1)C1=CC=C(C#N)C=C1